N-(3-(2-((4-hydroxypyridin-3-yl)amino)-8,9-dihydroimidazo[1',2':1,6]pyrido[2,3-d]pyrimidin-6-yl)-4-methylphenyl)-4-(trifluoromethyl)pyridineamide OC1=C(C=NC=C1)NC=1N=CC2=C(N1)N1C(C(=C2)C=2C=C(C=CC2C)NC(=O)C2=NC=CC(=C2)C(F)(F)F)=NCC1